benzyl (3S,4S)-3-cyclopropylaminomethyl-4-hydroxypyrrolidine-1-carboxylate C1(CC1)NC[C@H]1CN(C[C@H]1O)C(=O)OCC1=CC=CC=C1